butyl-3-methyl-imidazole C(CCC)C1=NC=CN1C